BrC=1C=CC(=NC1)N1C[C@@H]2C[C@@H]2C1 (1R,5S,6r)-3-(5-bromopyridin-2-yl)-3-azabicyclo[3.1.0]hexane